C(C)(C)(C)OC(=O)N[C@H](C(=O)O)C1CCC1 (2S)-2-(tert-butoxycarbonylamino)-2-cyclobutyl-acetic acid